(6-cyclopropylimidazo[1,5-a]pyridin-5-yl)prop-2-yn-1-ol C1(CC1)C=1C=CC=2N(C1C(C#C)O)C=NC2